(R)-2-(3-((4-Chlorobutamido)methyl)bicyclo[1.1.1]pentan-1-yl)-3-oxohexahydroimidazo[1,5-a]pyrazine-7(1H)-carboxylate ClCCCC(=O)NCC12CC(C1)(C2)N2C(N1[C@@H](CN(CC1)C(=O)[O-])C2)=O